4-[4-(cyclopropylamino)-1-piperidyl]-N-(8-fluoro-2-methyl-imidazo[1,2-a]pyridin-6-yl)-2-methyl-pyrazolo[3,4-c]pyridine-7-carboxamide C1(CC1)NC1CCN(CC1)C=1C=2C(C(=NC1)C(=O)NC=1C=C(C=3N(C1)C=C(N3)C)F)=NN(C2)C